OC(C)(C)C1=CC=2C(N=C1)=C(N(N2)C2=CC=CC=C2)NC(C2=CC(=C(C=C2)C(F)(F)F)C2=NN(C=C2)C)=O N-[6-(1-hydroxy-1-methylethyl)-2-phenyl-2H-pyrazolo[4,3-b]pyridin-3-yl]-3-(1-methyl-1H-pyrazol-3-yl)-4-(trifluoromethyl)benzamide